C1(=CC=CC=C1)CC(CO)O 3-phenyl-1,2-propanediol